ClC=1C=C(C=CC1Cl)C=1N=C(SC1SC(C)C)N1N=C(C(=C1C(=O)O)C1=CC(=CC(=C1)OC1COC1)C)C 1-(4-(3,4-dichlorophenyl)-5-(isopropylsulfanyl)thiazol-2-yl)-3-methyl-4-(3-methyl-5-(oxetan-3-yloxy)phenyl)-1H-pyrazole-5-carboxylic acid